1-(((7S)-3-(5-methoxypyrazin-2-yl)-7-methyl-2-oxo-1-oxa-3-azaspiro[4.5]decan-7-yl)methyl)-1H-benzo[d]imidazole-6-carbonitrile COC=1N=CC(=NC1)N1C(OC2(C1)C[C@@](CCC2)(C)CN2C=NC1=C2C=C(C=C1)C#N)=O